1-(3,4-dimethoxyphenyl)ethan-1-one COC=1C=C(C=CC1OC)C(C)=O